C(C(C)C)OC1=CC=C(C=C1)NC1CCN(CC1)C(=O)OC(C)(C)C tert-butyl 4-((4-isobutoxyphenyl)amino)piperidine-1-carboxylate